(5RS)-5-[(3,3-Difluoropyrrolidin-1-yl)carbonyl]-2-(3-fluorobenzyl)-5,6,7,8-tetrahydro[1,2,4]triazolo[4,3-a]pyridin-3(2H)-one FC1(CN(CC1)C(=O)[C@H]1CCCC=2N1C(N(N2)CC2=CC(=CC=C2)F)=O)F |r|